Tert-butyl (Z)-2-((5-(3-amino-2-fluorophenyl)-3-bromopyrazin-2-yl)amino)-3-(furan-2-yl)acrylate NC=1C(=C(C=CC1)C=1N=C(C(=NC1)N\C(\C(=O)OC(C)(C)C)=C/C=1OC=CC1)Br)F